NCCN1C=NC=C1 1-(2-aminoethyl)imidazole